N-(cis-3-methoxycyclobutyl)-5-(quinazolin-6-yl)-7H-pyrrolo[2,3-d]pyrimidin-2-amine CO[C@H]1C[C@H](C1)NC=1N=CC2=C(N1)NC=C2C=2C=C1C=NC=NC1=CC2